CCN=C=NCCCN(C)C.Cl N-(3-Dimethylaminopropyl)-N-ethylcarbodiimide hydrochloride